(S)-3-methoxy-7-amino-2,3,4,5-tetrahydro-benzo[b][1,4]oxazepine CO[C@H]1CNC2=C(OC1)C=CC(=C2)N